C(C)(=O)C=1C=C2C(=NC1)N(C(=N2)C2=C(C=C(C=N2)C2=CC=C(C=C2)C2(CC2)C#N)SCC)C 1-[4-(6-{6-acetyl-3-methyl-3H-imidazo[4,5-b]pyridin-2-yl}-5-(ethylsulfanyl)pyridin-3-yl)phenyl]cyclopropane-1-carbonitrile